(4-((2-amino-3-chloropyridin-4-yl)oxy)-3-fluorophenyl)-1-(5-fluoropyrimidin-2-yl)-5-(trifluoromethyl)-1H-pyrazole-4-carboxamide NC1=NC=CC(=C1Cl)OC1=C(C=C(C=C1)C1=NN(C(=C1C(=O)N)C(F)(F)F)C1=NC=C(C=N1)F)F